[C-]1(C=CC=C1)CP.[CH-]1C=CC=C1.[Fe+2] ferrocenylmethylphosphine